N-(4-(4-amino-5-(1-benzyl-6-oxo-1,6-dihydropyridin-3-yl)-7-methyl-7H-pyrrolo[2,3-d]pyrimidin-6-yl)phenyl)methacrylamide benzyl-((1R,3R,6S)-7-oxabicyclo[4.1.0]heptan-3-yl)carbamate C(C1=CC=CC=C1)N(C(O)=O)[C@H]1C[C@H]2O[C@H]2CC1.NC=1C2=C(N=CN1)N(C(=C2C2=CN(C(C=C2)=O)CC2=CC=CC=C2)C2=CC=C(C=C2)NC(C(=C)C)=O)C